ethyl 2-((1r,4r)-4-((6-chloro-5-(4'-formyl-[1,1'-biphenyl]-4-yl)-1-((2-(trimethylsilyl)ethoxy)methyl)-1H-imidazo[4,5-b]pyridin-2-yl)oxy)cyclohexyl)acetate ClC=1C=C2C(=NC1C1=CC=C(C=C1)C1=CC=C(C=C1)C=O)N=C(N2COCC[Si](C)(C)C)OC2CCC(CC2)CC(=O)OCC